N-acetyl-S-((3-oxooctahydro-2H-2,6-methanoquinolizin-4-yl)methyl)-L-cysteine C(C)(=O)N[C@@H](CSCC1C(C2CC3CCCC(N13)C2)=O)C(=O)O